2-oxo-3-(3-oxo-4H-pyrido[3,2-b][1,4]oxazin-6-yl)-1-oxa-3,8-diazaspiro[4.5]decane-8-carboxylic acid tert-butyl ester C(C)(C)(C)OC(=O)N1CCC2(CN(C(O2)=O)C=2C=CC=3OCC(NC3N2)=O)CC1